Cl.NCC1=C(C=C(C=C1)N1C(=NC=2C1=NC(=CC2)C2=CC=CC=C2)C=2C(=NC=CC2)N)F 3-(3-(4-(aminomethyl)-3-fluorophenyl)-5-phenyl-3H-imidazo[4,5-b]pyridin-2-yl)pyridin-2-amine hydrochloride